N-(1-((cyclopentylmethyl)sulfonyl)piperidin-4-yl)-6-methyl-8-(2,6-diazaspiro[3.4]octan-2-yl)pyrido[3,4-d]pyrimidin-2-amine C1(CCCC1)CS(=O)(=O)N1CCC(CC1)NC=1N=CC2=C(N1)C(=NC(=C2)C)N2CC1(C2)CNCC1